N'-(4-((7-(butylamino)-5-chloro-2H-pyrazolo[4,3-d]pyrimidin-2-yl)methyl)-3,5-dimethoxybenzyl)-N1-methylbutane-1,4-diamine C(CCC)NC=1C=2C(N=C(N1)Cl)=CN(N2)CC2=C(C=C(CNCCCCNC)C=C2OC)OC